OC(C)C1=C(C(=C(C(=C1O)C)O)O)O 4-(1-hydroxyethyl)-6-methyl-1,2,3,5-benzenetetrol